ClC1=C(C=C(C=C1)S(=O)(=O)NC=1C(=NC=C(C1)C)OC=1C=C(C=CC1C)NC(C=C)=O)C(F)(F)F N-(3-((3-((4-chloro-3-(trifluoromethyl)phenyl)sulfonamido)-5-methylpyridin-2-yl)oxy)-4-methylphenyl)acrylamide